NC1=NC=2C=C(C=CC2C2=C1COC2)CN(C(=O)C=2C=NC(=NC2)C2CC2)C=2C(=NC(=CC2)OC)OC N-({4-amino-1H,3H-furo[3,4-c]quinolin-7-yl}methyl)-2-cyclopropyl-N-(2,6-di-methoxypyridin-3-yl)pyrimidine-5-carboxamide